(1S,2R)-8-Fluoro-1-hydroxy-1,2,3,4-tetrahydronaphthalin-2-yl-carbamat FC=1C=CC=C2CC[C@H]([C@H](C12)O)NC([O-])=O